ClC=1C=C(CN2C(C=3N(C[C@@H]2COC)C=C(N3)C3=NC(=NC=C3C)NC3=CC=NN3C)=O)C=CC1 (R)-7-(3-chlorobenzyl)-6-(methoxymethyl)-2-(5-methyl-2-((1-methyl-1H-pyrazol-5-yl)amino)pyrimidin-4-yl)-6,7-dihydroimidazo[1,2-a]pyrazin-8(5H)-one